3-((N-morpholinyl)methyl)piperidin-3-ol N1(CCOCC1)CC1(CNCCC1)O